3-(5-(3-chloro-4-((4-(2-hydroxypropan-2-yl)piperidin-1-yl)methyl)pyridin-2-yl)-1-oxoisoindolin-2-yl)piperidine-2,6-dione ClC=1C(=NC=CC1CN1CCC(CC1)C(C)(C)O)C=1C=C2CN(C(C2=CC1)=O)C1C(NC(CC1)=O)=O